C1(CC1)[C@H](C(C)(C)O)N1C(C2=C(C=CC=C2C1)CCC1=C2C(=NC=C1)CCC2)=O (R)-2-(1-Cyclopropyl-2-hydroxy-2-methylpropyl)-7-(2-(6,7-dihydro-5H-cyclopenta[b]pyridin-4-yl)ethyl)isoindolin-1-one